NC=1SC2=C(N1)C=CC(=C2)S(=O)(=O)C 2-amino-6-(methylsulfonyl)benzothiazole